para-anisyl butyrate C(CCC)(=O)OCC1=CC=C(C=C1)OC